C(#N)C=1C=C(OCCC2CN(C2)C(=O)OC(C)(C)C)C=CC1C tert-butyl 3-(2-(3-cyano-4-methylphenoxy)ethyl)azetidine-1-carboxylate